The molecule is a member of the class of benzimidazoles that is albendazole in which one of the terminal methyl hydrogens on the propyl group has been replaced by a hydroxy group. It has a role as a drug metabolite. It is a member of benzimidazoles, a carbamate ester, an aryl sulfide and a primary alcohol. It derives from an albendazole. COC(=O)NC1=NC2=C(N1)C=C(C=C2)SCCCO